7-methyl-7-(tert-butylazo)octanoic acid tert-butyl ester C(C)(C)(C)OC(CCCCCC(C)(N=NC(C)(C)C)C)=O